C1OCC12N(CCC2)CCN 2-(2-oxa-5-azaspiro[3.4]octan-5-yl)ethanamine